COC1=CC=C(C=C1)/C(=C\C1=CC=C(C=C1)OC)/C1=C(C(=CC=C1)OC)C1=C(C=CC=C1)P(C1=CC=CC=C1)C1=CC=CC=C1 (E)-(2'-(1,2-bis(4-methoxyphenyl)vinyl)-6'-methoxy-[1,1'-biphenyl]-2-yl)diphenylphosphine